OC(C)C=1N(C=CN1)CC1=CC=C(C=C1)C=1N=C(SC1S(=O)(=O)NC(OCCCC)=O)CC(C)C Butyl ((4-(4-((2-(1-hydroxyethyl)-1H-imidazol-1-yl)methyl)phenyl)-2-isobutylthiazol-5-yl)sulfonyl)carbamate